C(C)(=O)[O-].C(CCC)P(CCCC)CCCC.C(CCC)P(CCCC)CCCC.[Cu+] copper (I) bis(tri-n-butylphosphine) acetate